4-[4-(3-carboxypropyl)-phenyl]-4-oxobutanoic acid C(=O)(O)CCCC1=CC=C(C=C1)C(CCC(=O)O)=O